BrC1=CC=C2C(N(N(C2=C1)C)C=1C(=NC(=CC1)OCC1=CC=CC=C1)OCC1=CC=CC=C1)=O 6-bromo-2-(2,6-dibenzyloxy-3-pyridyl)-1-methyl-indazol-3-one